1,3,5-tri(3-isocyanatotolyl)-1,3,5-triazine-2,4,6-trione N(=C=O)C=1C(=C(C=CC1)C)N1C(N(C(N(C1=O)C1=C(C=CC=C1N=C=O)C)=O)C1=C(C=CC=C1N=C=O)C)=O